C1(CCCCCC1)CN1C(N(C(C2=C1SC=C2C)=O)C2=CN=CC1=CC=CC=C21)=O 1-(cycloheptylmethyl)-3-(isoquinolin-4-yl)-5-methylthieno[2,3-d]pyrimidine-2,4(1H,3H)-dione